(R)-4-(3-Aminopiperidin-1-yl)-8-oxo-5,8-dihydropyrido[3,4-d]pyrimidine-7(6H)-carboxylic acid tert-butyl ester C(C)(C)(C)OC(=O)N1C(C=2N=CN=C(C2CC1)N1C[C@@H](CCC1)N)=O